1-methyl-2-oxo-1,2-dihydropyridine CN1C(C=CC=C1)=O